BrC=1C=NC=2CCN(CC2C1)C(=O)OC(C)(C)C Tert-butyl 3-bromo-7,8-dihydro-5H-1,6-naphthyridine-6-carboxylate